4,6-dichloro-2-pyridin-3-yl-pyrimidine ClC1=NC(=NC(=C1)Cl)C=1C=NC=CC1